7-bromo-2-(tetrahydro-2H-pyran-2-yl)-2H-indazole BrC1=CC=CC2=CN(N=C12)C1OCCCC1